(R)-1-(4-(benzyloxy)phenoxy)propan-2-ol C(C1=CC=CC=C1)OC1=CC=C(OC[C@@H](C)O)C=C1